F[C@H]1[C@]2(CC[C@@](C[C@@H]1OC1=CN=C(N=N1)C1=C(C=C(C=C1)N1C=NC=C1)O)(N2)C)C 2-(6-(((1R,2S,3S,5S)-2-fluoro-1,5-dimethyl-8-azabicyclo[3.2.1]octan-3-yl)oxy)-1,2,4-triazin-3-yl)-5-(1H-imidazol-1-yl)phenol